N[C@@H](C(=O)O)CN (2R)-2,3-diaminopropionic acid